FC=1C=C(C2=C(SC=C2)C1)N1CCN(CC1)CCC1=CC=C2CCC(N(C2=C1)C(=O)OC1=CC=CC=C1)=O Phenyl 7-(2-(4-(6-fluorobenzo[b]thiophen-4-yl)piperazin-1-yl)ethyl)-2-oxo-3,4-dihydroquinoline-1(2H)-carboxylate